3-methyl-N-(1-(4-(trifluoromethyl)benzyl)-1H-indazol-3-yl)furan-2-carboxamide CC1=C(OC=C1)C(=O)NC1=NN(C2=CC=CC=C12)CC1=CC=C(C=C1)C(F)(F)F